NC1=CC(N(C2=CC(=CC=C12)C(F)(F)F)C1C=2C=CN=CC2CCC1)=O 4-Amino-2-oxo-1-(5,6,7,8-tetrahydroisoquinolin-5-yl)-7-(trifluoromethyl)-1,2-dihydroquinoline